N,N'-(5-amino-3-iminopyridine-2,6(1H,3H)-diylidene)bis{2-[3-(morpholin-4-yl)propoxy]pyrazolo[1,5-a]pyridin-3-amine} NC1=CC(C(NC1=NC=1C(=NN2C1C=CC=C2)OCCCN2CCOCC2)=NC=2C(=NN1C2C=CC=C1)OCCCN1CCOCC1)=N